CN1N=C(C=C1CC1=CC=C(C=C1)C1=NOC(=N1)C(F)(F)F)C(=O)NCC(F)(F)F 1-methyl-N-(2,2,2-trifluoroethyl)-5-[[4-[5-(trifluoromethyl)-1,2,4-oxadiazol-3-yl]phenyl]methyl]-1H-pyrazole-3-carboxamide